C1(=CC=CC=C1)P(C1=CC2=C(OC3=C2C=C(C=C3)P(C3=CC=CC=C3)C3=CC=CC=C3)C=C1)C1=CC=CC=C1 2,8-di(diphenylphosphino)dibenzofuran